4-(propylthio)cyclohexanone C(CC)SC1CCC(CC1)=O